NC1=C(C=CC=2C(C=3C=CCC(C3C(C12)=O)(O)N)=O)O 1,8-diamino-2,8-dihydroxyanthraquinone